1-[4-chloro-5-(dimethylsulfamoyl)-2-fluoro-phenyl]-3-[(1S)-1-(2-pyrimidin-2-yl-1,2,4-triazol-3-yl)ethyl]urea ClC1=CC(=C(C=C1S(N(C)C)(=O)=O)NC(=O)N[C@@H](C)C=1N(N=CN1)C1=NC=CC=N1)F